(4-benzhydrylpiperazin-1-yl)(3,5-diaminophenyl)methanone C(C1=CC=CC=C1)(C1=CC=CC=C1)N1CCN(CC1)C(=O)C1=CC(=CC(=C1)N)N